ClC1=C(C=CC=C1OC)C1=C(C2=C(N=C(N=C2NCCOC)C=2N(C=CN2)C)S1)C1=CC=C(C=C1)OC 6-(2-Chloro-3-methoxyphenyl)-N-(2-methoxyethyl)-5-(4-methoxyphenyl)-2-(1-methyl-1H-imidazol-2-yl)thieno[2,3-d]pyrimidin-4-amine